C(C)N(C(C1=CC=C(C=C1)C1=CC(=C2C(=N1)N=CS2)NCCCN2CCCCC2)=O)CC N,N-diethyl-4-(7-((3-(piperidin-1-yl)propyl)amino)thiazolo[4,5-b]pyridin-5-yl)benzamide